BrC=1C(=CC(N(C1)CC1(C(CN(CC1)C(=O)OC(C)(C)C)(C)C)O)=O)C1=C(C=CC=C1)F tert-butyl 4-((5-bromo-4-(2-fluorophenyl)-2-oxopyridin-1(2H)-yl) methyl)-4-hydroxy-3,3-dimethylpiperidine-1-carboxylate